CC=1C(=C(C=C(C1)C(F)(F)F)O)C=1C=2CCCC2N2N=C(N=C2N1)N1CCOCC1 3-methyl-2-(11-morpholino-1,8,10,12-tetrazatricyclo[7.3.0.02,6]dodeca-2(6),7,9,11-tetraen-7-yl)-5-(trifluoromethyl)phenol